Pentamethylcyclopentadienyl-(1-sec-butyl-6,6-dimethyl-1,5,6,7-tetrahydro-s-indacenyl)hafnium CC1=C(C(=C(C1([Hf]C1(C=CC2=CC=3CC(CC3C=C12)(C)C)C(C)CC)C)C)C)C